pentacarbonyl-hydridorhenium C(=O)=[ReH](=C=O)(=C=O)(=C=O)=C=O